2-cyano-N-(1-((1-methylcyclopropyl)methyl)-6-(N-(1-methylcyclopropyl)sulfamoyl)-2,4-dioxo-1,4-dihydroquinazolin-3(2H)-yl)acetamide C(#N)CC(=O)NN1C(N(C2=CC=C(C=C2C1=O)S(NC1(CC1)C)(=O)=O)CC1(CC1)C)=O